propyl m-cyanobenzoate C(#N)C=1C=C(C(=O)OCCC)C=CC1